heptanoic acid 2-ethylhexyl ester C(C)C(COC(CCCCCC)=O)CCCC